3-(5-(1-(3-Methyl-6-nitro-1H-indole-2-carbonyl)piperidin-4-yl)-1-oxoisoindolin-2-yl)piperidine-2,6-dione CC1=C(NC2=CC(=CC=C12)[N+](=O)[O-])C(=O)N1CCC(CC1)C=1C=C2CN(C(C2=CC1)=O)C1C(NC(CC1)=O)=O